bromo-[4-(trifluoromethoxy)phenyl]magnesium Br[Mg]C1=CC=C(C=C1)OC(F)(F)F